C(C)N1[C@H](CC1)COC1=C(N(N=C1)C)C1=CC=2N(C=C1)N=C(C2)NC2=NC(=NC(=C2)C)OC 5-[4-[[(2R)-1-ethylazetidin-2-yl]methoxy]-2-methyl-pyrazol-3-yl]-N-(2-methoxy-6-methyl-pyrimidin-4-yl)pyrazolo[1,5-a]pyridin-2-amine